N-[(1S)-1-[[4-(6-methoxy-4-methyl-3-pyridinyl)phenyl]methyl]-2-(methylamino)-2-oxo-ethyl]thiazolo[4,5-c]pyridine-6-carboxamide COC1=CC(=C(C=N1)C1=CC=C(C=C1)C[C@@H](C(=O)NC)NC(=O)C1=CC2=C(C=N1)N=CS2)C